7-Butyl-4,6-dioxo-5-((2-(trimethylsilyl)ethoxy)methyl)-4,5,6,7-tetrahydroisothiazolo[3,4-d]pyrimidine-3-carbonitrile C(CCC)N1C(N(C(C=2C1=NSC2C#N)=O)COCC[Si](C)(C)C)=O